C(C)(C)(C)OC(=O)N1CCC(C2=CC=CC(=C12)F)NCC=1C(=NC(=NC1)SC)NC 8-fluoro-4-[[4-(methylamino)-2-methylsulfanyl-pyrimidin-5-yl]methylamino]-3,4-dihydro-2H-quinoline-1-carboxylic acid tert-butyl ester